C[C@@H]1N(C2=CC=CC=C2[C@@H]([C@H]1C)NC=1C=C(C=CC1)C)C(C)=O ((2S,3R,4R)-2,3-dimethyl-4-(m-tolylamino)-3,4-dihydroquinolin-1(2H)-yl)ethanone